OC(C)(CO)OC(CCCCCCCCCCCCC)=O tetradecanoic acid 2,3-dihydroxypropan-2-yl ester